CC1(C(C=C(C=C1[N+](=O)[O-])[N+](=O)[O-])C)OC(C(=O)OC1(C(C=C(C=C1[N+](=O)[O-])[N+](=O)[O-])C)C)=O bis(1,2-dimethyl-4,6-dinitrophenyl)-Oxalat